C(#N)C1=CC2=C(N=C(N2)C(C(F)(F)F)(F)F)C=C1C#N.[Li] lithium 5,6-dicyano-2-pentafluoroethyl-benzimidazole salt